C(CCCCC)C1=C(SC(=C1)C=C)C=C 3-hexyl-2,5-divinylthiophene